N-{4-[2-(2-amino-4,7-dihydro-4-oxo-3H-pyrrolo[2,3-d]pyrimidin-5-yl)ethyl]benzoyl}-L-glutamic acid diethyl ester tosylate S(=O)(=O)(O)C1=CC=C(C)C=C1.C(C)OC([C@@H](NC(C1=CC=C(C=C1)CCC1=CNC=2N=C(NC(C21)=O)N)=O)CCC(=O)OCC)=O